N1(N=CC=C1)C1=CC=C(CN(C=2C3=C(N=CN2)N(C=C3)C[C@@H]3[C@H](CN(CC3)CC(=O)N)O)C3CC3)C=C1 |o1:21,22| rel-2-((3R,4R)-4-((4-((4-(1H-pyrazol-1-yl)benzyl)(cyclopropyl)amino)-7H-pyrrolo[2,3-d]pyrimidin-7-yl)methyl)-3-hydroxypiperidin-1-yl)acetamide